C(#N)C=1C(=NN(C1NCC1=CC=C(C=C1)C(N)=N)C(=O)C1=C(OC=C1)C)C1CN(CCC1C(F)(F)F)C(C(C)(C)C)=O 4-[({4-cyano-3-[1-(2,2-dimethylpropanoyl)-4-(trifluoromethyl)piperidin-3-yl]-1-(2-methylfuran-3-carbonyl)-1H-pyrazol-5-yl}amino)methyl]benzene-1-carboximidamide